(4-((R)-2-Amino-3-(1H-1,2,3-triazol-1-yl)propoxy)phenyl)((R)-3-(4-fluorophenyl)pyrrolidin-1-yl)methanon N[C@@H](COC1=CC=C(C=C1)C(=O)N1C[C@H](CC1)C1=CC=C(C=C1)F)CN1N=NC=C1